3-[(3,3-difluorocyclobutyl)methoxy]-1-(diphenylmethyl)azetidine FC1(CC(C1)COC1CN(C1)C(C1=CC=CC=C1)C1=CC=CC=C1)F